C(=CCCCCCCCCCCCCCC(C)C)C1C(=O)OC(C1)=O isooctadecenyl-succinic anhydride